C(C)OC1=CC(=C(C=C1)C(=O)N1C[C@@H](CC[C@H]1C)OC1=NC=CC(=C1)C#N)N1N=CC=N1 2-{[(3R,6R)-1-{[4-ethoxy-2-(2H-1,2,3-triazol-2-yl)phenyl]carbonyl}-6-methylpiperidin-3-yl]oxy}pyridine-4-carbonitrile